N-[3-chloro-1-(3-pyridinyl)pyrazol-4-yl]-3-[(2,2-difluorocyclopropyl)methylthio]-N-ethyl-propionamide ClC1=NN(C=C1N(C(CCSCC1C(C1)(F)F)=O)CC)C=1C=NC=CC1